1-((3-bromophenyl)(4-methyl-4H-1,2,4-triazol-3-yl)methyl)-3-methylcyclobutanol BrC=1C=C(C=CC1)C(C1(CC(C1)C)O)C1=NN=CN1C